CN1C(N(C2=C1C=CC(=C2)NC2=CC=C(C=C2)CN2CCCC2)C)=O 1,3-Dimethyl-5-((4-(pyrrolidin-1-ylmethyl)phenyl)amino)-1,3-dihydro-2H-benzo[d]imidazol-2-one